CS(=O)(=O)C1=CC=C(C=C1)C(C(=O)N)O 1-(4-(methylsulfonyl)phenyl)ethan-1-olAmide